C1(CCCC1)N1C(C2(C3=C1N=CN=C3)CC2)=O 7'-cyclopentylspiro[cyclopropane-1,5'-pyrrolo[2,3-d]pyrimidin]-6'(7'H)-one